COC1CCN(CC1)C1=NC=CC(=N1)NC=1N=CC2=C(C=CC(=C2C1)[C@H]1N(CCC1)C(C=C)=O)N1[C@@H]([C@H](C1)C(C)(C)S(=O)(=O)C)C 1-((S)-2-(3-((2-(4-methoxypiperidin-1-yl)pyrimidin-4-yl)amino)-8-((2R,3S)-2-methyl-3-(2-(methylsulfonyl)propan-2-yl)azetidin-1-yl)isoquinolin-5-yl)pyrrolidin-1-yl)prop-2-en-1-one